ClC=1C=NN(C1C1=NN2C(N(C(CC2)=O)C(C)C2=CC=C(C=C2)F)=C1)C(C)C 2-(4-chloro-1-isopropyl-1H-pyrazol-5-yl)-4-(1-(4-fluorophenyl)ethyl)-6,7-dihydropyrazolo[1,5-a]pyrimidin-5(4H)-one